NC1=C(C=2C(=NC(=C(C2)OC)C)N1C1=C2C=NNC2=CC(=C1C)F)C(=O)N 2-amino-1-(6-fluoro-5-methyl-1H-indazol-4-yl)-5-methoxy-6-methyl-1H-pyrrolo[2,3-b]pyridine-3-carboxamide